C(C)OC(=O)C1=CC(=NC=C1OCC)C#CC 5-ethoxy-2-(prop-1-yn-1-yl)pyridine-4-carboxylic acid ethyl ester